NC1=NN(C2=C(C=CC(=C12)Cl)C=1C(=NC(=CC1)C#CC(C)(S(=O)(=O)C)C)[C@H](CC1=CC(=CC(=C1)F)F)NC(OC(C)(C)C)=O)CC(F)F tert-butyl (S)-(1-(3-(3-amino-4-chloro-1-(2,2-difluoroethyl)-1H-indazol-7-yl)-6-(3-methyl-3-(methyl sulfonyl)but-1-yn-1-yl)pyridin-2-yl)-2-(3,5-difluorophenyl)ethyl)carbamate